NC1=NC=2C=NC(=CC2C2=C1COC2)C(=O)N(CC=2N=NC(=CC2)C(F)(F)F)C2CC2 4-amino-N-cyclopropyl-N-((6-(trifluoromethyl)-3-pyridazinyl)methyl)-1,3-dihydrofuro[3,4-c][1,7]naphthyridine-8-carboxamide